5-(chloromethyl)-3-(2,4-difluorophenyl)-1,2,4-oxadiazole ClCC1=NC(=NO1)C1=C(C=C(C=C1)F)F